ClC=1C2=C(N=CN1)N(C1=C2C=2C(C(CC1)O)=C(ON2)C2CC2)C2CC(C2)C(=O)OC methyl (1s,3s)-3-(11-chloro-3-cyclopropyl-4-hydroxy-5,6-dihydroisoxazolo[4'',3'':6',7']cyclohepta[1',2':4,5]pyrrolo[2,3-d]pyrimidin-7(4H)-yl)cyclobutane-1-carboxylate